C(C)(C)(C)OC(=O)C1CN(C1)C=1C=C2C(=CC(=NC2=C(C1)F)C1CC1)N(CC)C=1SC(=C(N1)C1=CC=C(C=C1)F)C#N 1-(4-((5-cyano-4-(4-fluorophenyl)thiazol-2-yl)(ethyl)amino)-2-cyclopropyl-8-fluoroquinolin-6-yl)azetidin-3-carboxylic acid tert-butyl ester